O1C(=CC=C1)C(=O)OC(C)(C)C t-butyl furoate